SC(CCCCC(=O)OCC)CCS ethyl 6,8-dimercaptooctanoate